C(C)(C)(C)OC(NC1C2C(C1C2)N2CCN(CC2)C(=O)C2=CC=1CS(C=3C=CC=CC3C1S2)(=O)=O)=O Tert-butyl(4-(4-(5,5-dioxido-4H-thieno[3,2-c]thiochromene-2-carbonyl)piperazin-1-yl)bicyclo[1.1.1]pentan-2-yl)carbamate